(5-p-toluenesulfonylhydroxyimino-5H-thiophen-2-ylidene)-(2-methylphenyl)acetonitrile CC1=CC=C(C=C1)S(=O)(=O)C1C=CC(S1=NO)=C(C#N)C1=C(C=CC=C1)C